FC(=C(F)F)C1=CC=C(C#N)C=C1 4-(Trifluorovinyl)benzonitrile